2-(4-bromo-3-fluoro-2-nitrophenyl)-1H-pyrrole-1-carboxylic acid tert-butyl ester C(C)(C)(C)OC(=O)N1C(=CC=C1)C1=C(C(=C(C=C1)Br)F)[N+](=O)[O-]